OCCS(=O)(=O)NC1=CC(=C(C(=O)NC2=CC(=NC=C2)OCCC(F)(F)F)C=C1)N1CCC2(CC2)CC1 4-((2-Hydroxyethyl)sulfonamido)-2-(6-azaspiro[2.5]octan-6-yl)-N-(2-(3,3,3-trifluoropropoxy)pyridin-4-yl)benzamide